tert-butyl (1-(tert-butylsulfinyl)-3,3-difluoro-1-azaspiro[3.5]nonan-7-yl)carbamate C(C)(C)(C)S(=O)N1CC(C12CCC(CC2)NC(OC(C)(C)C)=O)(F)F